2-(1-benzhydryl-3,3-difluoropiperidin-4-yl)-N,N-diethyl-1,2,3,4-tetrahydroisoquinolin-6-amine C(C1=CC=CC=C1)(C1=CC=CC=C1)N1CC(C(CC1)N1CC2=CC=C(C=C2CC1)N(CC)CC)(F)F